C(CCCCCCCCCCC\C=C/CCCCCCCC)(=O)N[C@@H](CC1=CNC2=CC=CC=C12)C(=O)O N-erucoyl-tryptophan